COCC#N 2-Methoxyacetonitrile